C(C1=CC=CC=C1)OC1=NC(=CC=C1C1=NN(C2=CC(=CC=C12)O[C@@H]1[C@H](CC2(CN(C2)C(=O)OC(C)(C)C)CC1)C)C)OCC1=CC=CC=C1 tert-butyl (6S,7S)-7-[3-(2,6-dibenzyloxy-3-pyridyl)-1-methyl-indazol-6-yl]oxy-6-methyl-2-azaspiro[3.5]nonane-2-carboxylate